(2R)-N-[4-(3'-anilino-5'-methyl-4'-oxo-1',4',5',7'-tetrahydrospiro[cyclobutane-1,6'-pyrrolo[3,2-c]pyridin]-2'-yl)pyridin-2-yl]-4,4-difluoro-2-(4-fluorophenyl)butanamide N(C1=CC=CC=C1)C1=C(NC2=C1C(N(C1(C2)CCC1)C)=O)C1=CC(=NC=C1)NC([C@H](CC(F)F)C1=CC=C(C=C1)F)=O